CN1N=CC(=C1C1CCN(CC1)C(=O)OC(C)(C)C)S(=O)(=O)N1CCC(CC1)C=1C(=CC=2N(C1)N=CN2)C tert-Butyl 4-[2-methyl-4-[[4-(7-methyl-[1,2,4]triazolo[1,5-a]pyridin-6-yl)-1-piperidyl]sulfonyl]pyrazol-3-yl]piperidine-1-carboxylate